OC(C)(C)C1=NN(C=2C(N(CCOC21)C2=C(C=C(C=C2)C=2N=CC1=C(N2)C=CC(=N1)C(F)(F)F)C)=O)C 3-(2-hydroxypropan-2-yl)-1-methyl-7-(2-methyl-4-(6-(trifluoromethyl)pyrido[3,2-d]pyrimidin-2-yl)phenyl)-6,7-dihydro-1H-pyrazolo[3,4-f][1,4]oxazepin-8(5H)-one